C1[C@@H](C(=O)N1[C@H](C2=CC=C(C=C2)O)C(=O)O)NC(=O)[C@@H](C3=CC=C(C=C3)O)N The molecule is a monobactam obtained by formal condensation of the carboxy group of (2R)-amino(4-hydroxyphenyl)acetic acid with the amino group of (2R)-[(3S)-3-amino-2-oxoazetidin-1-yl](4-hydroxyphenyl)acetic acid It has a role as a bacterial metabolite. It is a monobactam, a polyphenol, an oxo monocarboxylic acid and a secondary amino compound. It is a tautomer of a nocardicin G zwitterion.